isopentyl formate (isoamyl formate) C(CC(C)C)C(=O)O.C(=O)OCCC(C)C